C1(=CC=CC2=CC=CC=C12)C=C1C(N(C(S1)=S)CCCC(=O)[O-])=O 4-[5-(naphthalen-1-ylmethylidene)-4-oxo-2-sulfanylidene-1,3-thiazolidin-3-yl]butanoate